C1(CCCCC1)C=1N=CC(=NC1)CN(C(=O)[C@@H]1N(CC1)S(=O)(=O)C1=C(C(=C(C(=C1F)F)F)F)F)C1=C(C=C2C=NN(C2=C1)C(C1=CC=CC=C1)(C1=CC=CC=C1)C1=CC=CC=C1)F (R)-N-((5-cyclohexylpyrazin-2-yl)methyl)-N-(5-fluoro-1-trityl-1H-indazol-6-yl)-1-((perfluorophenyl)sulfonyl)azetidine-2-carboxamide